BrCCN(C1=C(C=C(C=C1S(=O)(=O)C1CCN(CC1)C)[N+](=O)[O-])C)CCBr N,N-bis(2-bromoethyl)-2-methyl-6-((1-methylpiperidin-4-yl)sulfonyl)-4-nitroaniline